2-(pyrazolo[5,1-b]thiazole-7-carbonyl)-2-azaspiro[3.3]heptan-6-yl (5-(1,1,1-trifluoro-2-methylpropan-2-yl)isoxazol-3-yl)carbamate FC(C(C)(C)C1=CC(=NO1)NC(OC1CC2(CN(C2)C(=O)C=2C=NN3C2SC=C3)C1)=O)(F)F